2-[2-[2-[2-[2-[2-[2-[2-[2-[bis(tert-butoxycarbonyl)amino]ethoxy]ethoxy]ethoxy]ethoxy]ethoxy]ethoxy] ethoxy]ethoxy]ethyl 4-methylbenzenesulfonate CC1=CC=C(C=C1)S(=O)(=O)OCCOCCOCCOCCOCCOCCOCCOCCOCCN(C(=O)OC(C)(C)C)C(=O)OC(C)(C)C